CN(C(OCCCC)=O)CC=O butyl methyl(2-oxoethyl)carbamate